2-(4-(4-methylpiperazin-1-yl)phenyl)acetic acid ethyl ester C(C)OC(CC1=CC=C(C=C1)N1CCN(CC1)C)=O